C(C)(=O)N1C2CC2C(CC1)CC1=CC=C(C=C1)NC(OCC1=CN=CO1)=O oxazol-5-ylmethyl (4-((2-acetyl-2-azabicyclo[4.1.0]heptan-5-yl)methyl)phenyl)carbamate